1-benzylazetidine-3-carboxylic acid C(C1=CC=CC=C1)N1CC(C1)C(=O)O